tert-Butyl 6,7-dichloro-3-oxo-2,3-dihydrocyclopenta[b]indole-4(1H)-carboxylate ClC=1C(=CC=2C3=C(N(C2C1)C(=O)OC(C)(C)C)C(CC3)=O)Cl